(4R)-4-[3-Oxo-3-[3-[6-[3-(trifluoromethyl)pyrrolidin-1-yl]-3-pyridyl]azetidin-1-yl]propyl]oxazolidin-2-one O=C(CC[C@H]1NC(OC1)=O)N1CC(C1)C=1C=NC(=CC1)N1CC(CC1)C(F)(F)F